CN1N=NC(=C1C=1C=C2C(=NC1)C1=C(N2C(C2CCOCC2)C2=NC=CC=C2F)C(=C(S1)C(C)(C)O)C)C 2-(6-(1,4-dimethyl-1H-1,2,3-triazol-5-yl)-4-((3-fluoropyridin-2-yl)(tetrahydro-2H-pyran-4-yl)methyl)-3-methyl-4H-thieno[2',3':4,5]pyrrolo[3,2-b]pyridin-2-yl)propan-2-ol